FC=1C=2N(C=C(C1)NC(=O)C=1C=CC(=C3C1N=C(O3)OCCOC)N3CCNCC3)C=C(N2)C N-{8-fluoro-2-methylimidazo[1,2-a]pyridin-6-yl}-2-(2-methoxyethoxy)-7-(piperazin-1-yl)-1,3-benzoxazole-4-carboxamide